5-amino-1-(ethyl)-1H-pyrazole-4-carboxylic acid NC1=C(C=NN1CC)C(=O)O